ClC1=CC(=CC=2C=C(OC21)CNC(OC(C)(C)C)=O)C=2SC(=CC2)C(O)C=2C(=NOC2C)C tert-butyl (7-chloro-5-(5-((3,5-dimethylisoxazol-4-yl)(hydroxy)methyl)thiophen-2-yl)benzofuran-2-yl)methylcarbamate